C(C1=CC=CC=C1)OC(C(C)(C)NC1=C(C=C(C(=N1)C(=O)O)[N+](=O)[O-])C(F)(F)F)CC=C 6-[(2-benzyloxy-1,1-dimethyl-pent-4-enyl)amino]-3-nitro-5-(trifluoromethyl)pyridine-2-carboxylic acid